iodine 1,1'-biphenyl C1(=CC=CC=C1)C1=CC=CC=C1.[I]